C(CCC)OC1=C(C=C(C(=N)NO)C=C1)C(F)(F)F 4-butoxy-N-hydroxy-3-(trifluoromethyl)benzamidine